2-chloro-4-[2-fluoro-4-(trifluoromethyl)phenyl]-6,7-dimethyl-pyrido[3,4-d]pyrimidin-8-one ClC=1N=C(C2=C(N1)C(N(C(=C2)C)C)=O)C2=C(C=C(C=C2)C(F)(F)F)F